C(C)(C)(C)OC(=O)N1C[C@H](C(CC1)C1=CC(=C(C=C1)[N+](=O)[O-])C(=O)OCC)CC (S)-4-(3-ethoxycarbonyl-4-nitrophenyl)-3-ethylpiperidine-1-carboxylic acid tert-butyl ester